[K].CC=1N=C(SC1C(C)=O)NC 1-[4-methyl-2-(methylamino)thiazol-5-yl]ethanone potassium